C(\C=C\C(=O)O)(=O)O.CC1(OC=2C(=NC(=CC2)C=2C(=CC(=NC2)NC(C)=O)NC2=NC(=CC(=C2)C2CCOCC2)S(=O)(=O)C)OC1)C N-(5-(2,2-dimethyl-2,3-dihydro-[1,4]dioxino[2,3-b]pyridin-6-yl)-4-((6-(methylsulfonyl)-4-(tetrahydro-2H-pyran-4-yl)pyridin-2-yl)amino)pyridin-2-yl)acetamide fumarate